C(C1=CC=CC=C1)(C1=CC=CC=C1)N1[C@@H]([C@H](C1)CS(=O)(=O)[O-])C (2R,3S)-1-benzhydryl-2-methylazetidin-3-ylmethylsulfonate